3-hydroxy-3-methyl-N,N'-bis[3-(2,2,3,3,11,11,12,12-octamethyl-5,9-dioctyl-4,10-dioxa-7-aza-3,11-disilatridecan-7-yl)propyl]pentanediamide OC(CC(=O)NCCCN(CC(O[Si](C(C)(C)C)(C)C)CCCCCCCC)CC(O[Si](C(C)(C)C)(C)C)CCCCCCCC)(CC(=O)NCCCN(CC(O[Si](C(C)(C)C)(C)C)CCCCCCCC)CC(O[Si](C(C)(C)C)(C)C)CCCCCCCC)C